C(C)S(=O)(=O)C=1C=C(C=NC1N1N=C2C(C=NC(=C2)C(F)(F)F)=C1)CC#N 2-[5-ethylsulfonyl-6-[6-(trifluoromethyl)pyrazolo[4,3-c]pyridin-2-yl]-3-pyridinyl]acetonitrile